CC1=C(OC=2C=CC3=C(N=CO3)C2)C=CC(=C1)[N+](=O)[O-] 5-(2-methyl-4-nitrophenoxy)benzo[d]oxazole